(2-(2-(4-((t-butoxycarbonyl)amino)phenyl)thiazole-4-carboxamido)acryloyl)glycine C(C)(C)(C)OC(=O)NC1=CC=C(C=C1)C=1SC=C(N1)C(=O)NC(C(=O)NCC(=O)O)=C